C(C)OC(=O)C1=CC(=C(O1)OC)CC ethyl-2-methoxy-5-furoic acid ethyl ester